N-(2-chloro-5-(trifluoromethyl)pyrimidin-4-yl)-4-methylquinolin-2-amine ClC1=NC=C(C(=N1)NC1=NC2=CC=CC=C2C(=C1)C)C(F)(F)F